C([C@@H](C)O)O |r| (±)-Propylene glycol